4-((4-Methoxyphenyl)sulfonyl)-8-(1H-pyrazol-4-yl)-3,4-dihydro-2H-pyrido[4,3-b][1,4]thiazine COC1=CC=C(C=C1)S(=O)(=O)N1C2=C(SCC1)C(=CN=C2)C=2C=NNC2